C1(CC2C(CC1)O2)C(=O)OCCCCCCCCCCCCCCCCCC octadecyl 3,4-epoxycyclohexyl-carboxylate